(rac)-1-[5-[2-methoxy-6-methyl-4-(trifluoromethyl)phenyl]oxazolo[4,5-b]pyridin-2-yl]piperidin-3-ol COC1=C(C(=CC(=C1)C(F)(F)F)C)C1=CC=C2C(=N1)N=C(O2)N2C[C@@H](CCC2)O |r|